FC([C@@](O)(C1=CN=CS1)C=1NC=C(N1)CC1=CC=NC=C1)(F)F (R)-2,2,2-Trifluoro-1-(4-(pyridin-4-ylmethyl)-1H-imidazol-2-yl)-1-(thiazol-5-yl)ethan-1-ol